C(C1=CC=CC=C1)OC=1C=C2CCC(=C(C2=CC1)C1=C(C(=C(C=C1)N1CCC2(CC(C2)C(OC)OC)CC1)F)OC)C1=CC=CC=C1 7-(4-(6-(benzyloxy)-2-phenyl-3,4-dihydronaphthalen-1-yl)-2-fluoro-3-methoxyphenyl)-2-(dimethoxymethyl)-7-azaspiro[3.5]nonane